[5,7-difluoro-2-(4-fluorophenyl)-1H-indol-3-yl]propionic acid FC=1C=C2C(=C(NC2=C(C1)F)C1=CC=C(C=C1)F)C(C(=O)O)C